lithium sulfur silver-germanium [Ge].[Ag].[S].[Li]